O1C[C@@H](CC1)O (R)-tetrahydro-furan-3-ol